N-[(12R)-12-hydroxymyristoyl]cysteine O[C@@H](CCCCCCCCCCC(=O)N[C@@H](CS)C(=O)O)CC